4-(2,2-dimethyl-1,3-dioxolan-4-yl)-1-(4-(pentafluoro-λ6-sulfanyl)phenyl)-1H-pyrazolo[3,4-b]pyridine-3-carbonitrile CC1(OCC(O1)C1=C2C(=NC=C1)N(N=C2C#N)C2=CC=C(C=C2)S(F)(F)(F)(F)F)C